3-methoxy-4H-chromen-4-one COC1=COC2=CC=CC=C2C1=O